4-(2-(dimethylamino)ethoxy)-3-methoxyaniline CN(CCOC1=C(C=C(N)C=C1)OC)C